NC1[C@@H]2N(C[C@H]1CC2)C(=O)OC(C)(C)C tert-butyl (1R,4R)-7-amino-2-azabicyclo[2.2.1]heptane-2-carboxylate